[4,4-diethyl-6-oxo-1-[[2-[[(1R)-1-phenylethyl]carbamoyl]cyclopropyl]methyl]hexahydropyrimidin-2-ylidene]ammonium C(C)C1(NC(N(C(C1)=O)CC1C(C1)C(N[C@H](C)C1=CC=CC=C1)=O)=[NH2+])CC